N,N-dimethyl-5-((trimethylsilyl)ethynyl)pyridin-3-amine CN(C=1C=NC=C(C1)C#C[Si](C)(C)C)C